cis-tert-butyl 1-(1-(4H-1,2,4-triazol-4-yl)propyl)-3-methyl-6-azabicyclo[3.1.1]heptane-6-carboxylate N=1N=CN(C1)C(CC)C12CC(CC(N1C(=O)OC(C)(C)C)C2)C